C(C)OC(C=1N(C(C(=C(N1)C(=O)NC1=C(C=CC=C1)O)OCC)=O)C)OCC 2-(diethoxymethyl)-5-ethoxy-N-(2-hydroxyphenyl)-1-methyl-6-oxo-1,6-dihydropyrimidine-4-carboxamide